4-(methoxymethyloxy)-1-methyl-2-nitro-benzene COCOC1=CC(=C(C=C1)C)[N+](=O)[O-]